FC=1C(=C(C=CC1F)[C@H]1[C@@H](O[C@]([C@H]1C)(C(F)(F)F)C)C(=O)NC1=CC(=NC=C1)C(=O)N1CC2(CCN2C(=O)OC(C)(C)C)C1)OC tert-butyl 6-(4-((2r,3s,4s,5r)-3-(3,4-difluoro-2-methoxyphenyl)-4,5-dimethyl-5-(trifluoromethyl) tetrahydrofuran-2-carboxamido) pyridineformyl)-1,6-diazaspiro[3.3]heptane-1-carboxylate